C(C)(C)(C)OC(=O)N[C@H](C(=O)OC)C[C@@H]1OC2=C(NC1=O)C=CC=C2F methyl (2S)-2-(tert-butoxycarbonylamino)-3-[(2S)-8-fluoro-3-oxo-4H-1,4-benzoxazin-2-yl]propanoate